C1=CC=C(C=C1)N2C(=O)C(C(=O)N2C3=CC=CC=C3)CC(=O)NCCCCCC(=O)O The molecule is a monocarboxylic acid amide, being a derivative of (3,5-dioxopyrazolidin-4-yl)acetamide substituted at nitrogen by a 5-carboxypentyl chain. It is a member of pyrazolidines and a monocarboxylic acid amide.